2,4-dihydroxy-2',5'-dimethylbenzophenone OC1=C(C(=O)C2=C(C=CC(=C2)C)C)C=CC(=C1)O